4-(amino(4-(trifluoromethyl)phenyl)methyl)pyrrolidin-2-one NC(C1CC(NC1)=O)C1=CC=C(C=C1)C(F)(F)F